methyl 4,6-dihydroxynicotinate OC1=CC(=NC=C1C(=O)OC)O